N,N-diisopropylacetamide CC(C)N(C(C)C)C(=O)C